3-(3-methoxy-5-(trifluoromethyl)phenyl)propionic acid COC=1C=C(C=C(C1)C(F)(F)F)CCC(=O)O